C(C)C1=CC2=C(C(=NNC2=O)CC)O1 2,7-diethyl-5H-furo[2,3-d]pyridazin-4-one